ClC1=CC(=C(C(=C1)C)C1=NC=2C(=NC=C(N2)N[C@H]2CN(CC2)C(=O)OC(C)(C)C)N1C)OC tert-butyl (3R)-3-[[2-(4-chloro-2-methoxy-6-methyl-phenyl)-1-methyl-imidazo[4,5-b]pyrazin-5-yl]amino]pyrrolidine-1-carboxylate